1,2,4-tricarboxy-3-methylcarboxylcyclopentane C(=O)(O)C1(C(C(C(C1)C(=O)O)C)C(=O)O)C(=O)O